1-({(5s,7s)-2-oxo-3-[(6-phenyl-2-pyridinyl)methyl]-1-oxa-3-azaspiro[4.5]decan-7-yl}methyl)-1H-benzimidazole-6-carbonitrile O=C1O[C@]2(CN1CC1=NC(=CC=C1)C1=CC=CC=C1)C[C@H](CCC2)CN2C=NC1=C2C=C(C=C1)C#N